C(C1=CC=CC=C1)OC=1C=C2C(=C(N(C2=CC1)CC1=CC=C(OCCN2CCC(CC2)OCCOCC(=O)OC(C)(C)C)C=C1)C1=CC=C(C=C1)OCC1=CC=CC=C1)C tert-butyl 2-[2-([1-[2-(4-[[5-(benzyloxy)-2-[4-(benzyloxy)phenyl]-3-methyl-1H-indol-1-yl]methyl]phenoxy) ethyl]piperidin-4-yl]oxy)ethoxy]acetate